C(C)S(=O)(=O)C=1C(=NC=C(C1)N1N=CN=C1)C1=NC=2N(C=C1)N=C(N2)C(F)(F)F 5-(3-(ethylsulfonyl)-5-(1H-1,2,4-triazol-1-yl)pyridin-2-yl)-2-(trifluoromethyl)-[1,2,4]triazolo[1,5-a]pyrimidine